FC=1C=C(C=C2C(=CNC12)CCN(C1CCC1)C)OC N-(2-(7-fluoro-5-methoxy-1H-indol-3-yl)ethyl)-N-methylcyclobutanamine